N-((1R)-3-Cyano-3-azabicyclo[3.1.0]hexan-1-yl)-4-(3-((4-fluorophenyl)amino)pyridin-4-yl)benzamid C(#N)N1C[C@]2(CC2C1)NC(C1=CC=C(C=C1)C1=C(C=NC=C1)NC1=CC=C(C=C1)F)=O